N-methylsulfonyl-carbamic acid tert-butyl ester C(C)(C)(C)OC(NS(=O)(=O)C)=O